N-tris[hydroxymethyl]methyl-4-aminobutanesulfonic acid C(CCS(=O)(=O)O)CNC(CO)(CO)CO